C(CCCCCCC\C=C/CCCCCCCC)OC(C(=O)N)COCCCCCCCC\C=C/CCCCCCCC 2,3-bis[(Z)-octadec-9-enoxy]propionamide